3-chloro-1-(2-(3-fluoro-5-(trifluoromethyl)benzyl)pyridin-4-yl)-1H-pyrazole-4-carboxamide ClC1=NN(C=C1C(=O)N)C1=CC(=NC=C1)CC1=CC(=CC(=C1)C(F)(F)F)F